hafnium chlorine 4-[6-fluoro-7-(4-piperidyl)-3H-imidazo[4,5-b]pyridin-2-yl]-1-methyl-cyclohexanol FC=1C(=C2C(=NC1)NC(=N2)C2CCC(CC2)(O)C)C2CCNCC2.[Cl].[Hf]